ClC1=CC=2N(C(=C1)C1=CC(=C(C#N)C=C1)F)N=CN2 4-(7-chloro-[1,2,4]triazolo[1,5-a]pyridin-5-yl)-2-fluorobenzonitrile